cyclopropyl-4-((3-(3,5-difluorophenoxy)-5-(methylsulfonyl)phenyl)amino)-7-(2,4-dimethoxypyrimidin-5-yl)-5-fluoroquinoline-3-sulfonamide C1(CC1)C1=NC2=CC(=CC(=C2C(=C1S(=O)(=O)N)NC1=CC(=CC(=C1)S(=O)(=O)C)OC1=CC(=CC(=C1)F)F)F)C=1C(=NC(=NC1)OC)OC